ClP1(OC=CO1)=O 2-chloro-1,3,2-dioxaphosphole-2-oxide